FC=1C=C(C=C(C1)F)CC=1C=C2C(=NNC2=CC1)NC(=O)C1=NN(C=C1)CCOCCNC(CCC(=O)N1CCN(CC1)C1=CC=C(C=C1)NC1C(NC(CC1)=O)=O)=O N-[5-[(3,5-difluorophenyl)methyl]-1H-indazol-3-yl]-1-[2-[2-[[4-[4-[4-[(2,6-dioxo-3-piperidyl)amino]phenyl]piperazin-1-yl]-4-oxo-butanoyl]amino]ethoxy]ethyl]pyrazole-3-carboxamide